3,5-difluoro-4-hydroxy-N-[(4-{3-[6-(trifluoromethyl)pyridin-3-yl]-1,2,4-oxadiazol-5-yl}bicyclo[2.2.2]octan-1-yl)methyl]benzamide FC=1C=C(C(=O)NCC23CCC(CC2)(CC3)C3=NC(=NO3)C=3C=NC(=CC3)C(F)(F)F)C=C(C1O)F